FC=1C=C(C=C(C1)F)[C@H]1N(OCC1)C(=O)[C@@H]1CC[C@H](CC1)CN1C=NC2=C1C=CC(=C2)F trans-((S)-3-(3,5-difluorophenyl)isoxazolidin-2-yl)(4-((5-fluoro-1H-benzo[d]imidazol-1-yl)methyl)cyclohexyl)methanone